5,7-dihydro-4H-indazole-3-carboxylic acid ethyl ester C(C)OC(=O)C1=NNC=2CCCCC12